5-chloro-2-(3-chloroacridin-3-yl)-N-[(3-fluoropyridin-2-yl)methyl]-1,3-thiazole-4-carboxamide ClC1=C(N=C(S1)C1(CC=C2C=C3C=CC=CC3=NC2=C1)Cl)C(=O)NCC1=NC=CC=C1F